CC1=NC2=C(N=C3C4=C(C=5N(C3=C2C)N=C(C5)C5=CC=CC=C5)C=CC=C4)N=C1 11,13-dimethyl-2-phenylbenzo[c]pyrazino[2,3-g]pyrazolo[1,5-a][1,5]naphthyridine